3,5-bis-(trifluoromethyl)-benzoic acid FC(C=1C=C(C(=O)O)C=C(C1)C(F)(F)F)(F)F